ClCCCCC1OC1 2-(4-chlorobutyl)oxirane